1-(4-((2-methylpropane-1-en-1-yl)oxy)phenyl)-2-(p-tolyl)diazene CC(=COC1=CC=C(C=C1)N=NC1=CC=C(C=C1)C)C